(R)-5-(tert-butyl)-11-(difluoromethoxy)-10-methoxy-2-oxo-1,2,5,6-tetrahydropyrido[2',1':2,3]imidazo[4,5-h]quinoline-3-carboxylic acid C(C)(C)(C)[C@@H]1C=2C=C(C(NC2C2=C(C1)N1C(=N2)C(=C(C=C1)OC)OC(F)F)=O)C(=O)O